racemic-N-(6-bromo-7-chloroisoquinolin-3-yl)-5,5-dimethyltetrahydrofuran-3-carboxamide BrC=1C=C2C=C(N=CC2=CC1Cl)NC(=O)[C@H]1COC(C1)(C)C |r|